ethyl 8-bromo-3-thiocyanatoimidazo[1,2-a]pyridine-2-carboxylate BrC=1C=2N(C=CC1)C(=C(N2)C(=O)OCC)SC#N